ClC1=NC(=NC(=C1C(=O)OCC)C)C1=C(C=CC=C1F)F ethyl 4-chloro-2-(2,6-difluorophenyl)-6-methylpyrimidine-5-carboxylate